O=C1CCC(CC1)N1CCN(CC1)C(=O)OCC1=CC=CC=C1 benzyl 4-(4-oxocyclohexyl)piperazine-1-carboxylate